C[Sn](C)C.O1C=CC=C1 furan trimethyl-tin salt